NC1(CCN(CC1)C1=C(C#N)C=C(C=C1)Cl)C=1C=CC(=NC1)C=1C(=NC=CC1)OCC 2-(4-amino-4-{2'-ethoxy-[2,3'-bipyridin]-5-yl}piperidin-1-yl)-5-chlorobenzonitrile